C(C)C1=CC=C(C=C1)/C=C/C(=O)C1=CC=C(OCC(=O)O)C=C1 2-[4-[(E)-3-(4-Ethylphenyl)prop-2-enoyl]phenoxy]acetic acid